OC1(CCN(CC1)C/C=C/C(=O)OC(C)(C)C)C(NC1=CC=C(C=C1)C1=CC2=C(N=CN=C2N2CCOCC2)N1)=O tert-butyl (2E)-4-[4-hydroxy-4-({4-[4-(morpholin-4-yl)-7H-pyrrolo[2,3-d]pyrimidin-6-yl]phenyl}carbamoyl)piperidin-1-yl]but-2-enoate